C(C1=CC=CC=C1)OC(=O)NCCCO 3-(benzyloxycarbonylamino)-1-propanol